2-(((4,5-Dibutylnonanoyl) oxy)methyl)-2-(((5-(dimethylamino) pentanoyl)oxy) methyl)propane-1,3-diyl didecanoate C(CCCCCCCCC)(=O)OCC(COC(CCCCCCCCC)=O)(COC(CCCCN(C)C)=O)COC(CCC(C(CCCC)CCCC)CCCC)=O